tris(diethylhexyl) phosphate P(=O)(OC(CCCCC)(CC)CC)(OC(CCCCC)(CC)CC)OC(CCCCC)(CC)CC